S1C2=C(C=C1)C(=CC=C2)N2CCN(CC2)CCCCOC2=CC=C1C=CC(N(C1=C2)C(C2=CC=CC=C2)=O)=O 7-(4-(4-(benzo[b]thiophen-4-yl)piperazin-1-yl)butoxy)-1-benzoylquinolin-2(1H)-one